(S)-N-(5-(2-Fluoroacetimidamido)-1-((3-fluorobenzyl)amino)-1-oxopentan-2-yl)-3,5-dimethoxy-2-naphthamide FCC(NCCC[C@@H](C(=O)NCC1=CC(=CC=C1)F)NC(=O)C1=CC2=CC=CC(=C2C=C1OC)OC)=N